2-methyl-1-((1S*,5S*,9R*)-9-phenyl-4-oxa-1,3-diazabicyclo[3.3.1]non-6-en-3-yl)propan-1-one CC(C(=O)N1CN2CC=C[C@H](O1)[C@H]2C2=CC=CC=C2)C |o1:10,12|